(8-fluoro-3,4-dihydro-2H-1-benzopyran-6-yl)-4,4,5,5-tetramethyl-1,3,2-dioxaborolane FC1=CC(=CC=2CCCOC21)B2OC(C(O2)(C)C)(C)C